i-propyl-tri-n-butoxysilane C(C)(C)[Si](OCCCC)(OCCCC)OCCCC